O=C(C(=O)[O-])CCCCCC.C(CCC)[Sn+2]CCCC.O=C(C(=O)[O-])CCCCCC dibutyl-tin oxooctanoate